tert-butyl (s)-(1-((3-((3-carbamoyl-6-chloro-5-ethylpyrazin-2-yl)amino)-5-fluorophenethyl)amino)-1-oxopropan-2-yl)(methyl)carbamate C(N)(=O)C=1C(=NC(=C(N1)CC)Cl)NC=1C=C(CCNC([C@H](C)N(C(OC(C)(C)C)=O)C)=O)C=C(C1)F